(R)-2-((4-(6-((4-Chloro-2-fluorobenzyl)oxy)pyridin-2-yl)piperidin-1-yl)methyl)-4-(1-fluoroethoxy)-1-methyl-1H-benzo[d]imidazole-6-carboxylic acid ClC1=CC(=C(COC2=CC=CC(=N2)C2CCN(CC2)CC2=NC3=C(N2C)C=C(C=C3O[C@@H](C)F)C(=O)O)C=C1)F